1H-1,2,3-triazole-4-methanol N1N=NC(=C1)CO